benzyl N-[(1S)-1-(dicyclopropylmethyl)-2-[[3-fluoro-1-[1-[4-(2,2,2-trifluoroethyl)-1,2,4-triazol-3-yl]cyclopropyl]pyrazol-4-yl]amino]-2-oxo-ethyl]carbamate C1(CC1)C([C@@H](C(=O)NC=1C(=NN(C1)C1(CC1)C1=NN=CN1CC(F)(F)F)F)NC(OCC1=CC=CC=C1)=O)C1CC1